2-propionylfuran-3-carboxylic acid C(CC)(=O)C=1OC=CC1C(=O)O